[Fe].[Al].[S] sulfur aluminum-iron